(4-(7-Ethyl-8-(2-iodophenethyl)-2,6-dioxo-1-(prop-2-yn-1-yl)-1,2,6,7-tetrahydro-3H-purin-3-yl)butyl)phosphonic acid C(C)N1C(=NC=2N(C(N(C(C12)=O)CC#C)=O)CCCCP(O)(O)=O)CCC1=C(C=CC=C1)I